9-formyl-9H-fluorene-2-carboxylic acid C(=O)C1C2=CC=CC=C2C=2C=CC(=CC12)C(=O)O